2-[1-[2-(2-Azaspiro[3.5]nonan-2-yl)-6-methyl-4-oxo-chromen-8-yl]ethylamino]benzoic acid C1N(CC12CCCCC2)C=2OC1=C(C=C(C=C1C(C2)=O)C)C(C)NC2=C(C(=O)O)C=CC=C2